O=C1NC(CCC1NC=1C=C(C=CC1)C#CCNC(OC(C)(C)C)=O)=O tert-Butyl (3-(3-((2,6-dioxopiperidin-3-yl)amino)phenyl)prop-2-yn-1-yl)carbamate